[2H]C(OC=1C=C(C=CC1)NN)([2H])[2H] [3-(trideuteriomethoxy)phenyl]hydrazine